NC=1C(=CC(=C2C=COC21)O)F 7-Amino-6-fluoro-1-benzofuran-4-ol